O.O.O.[N+](=O)([O-])[O-].[Cu+2].[N+](=O)([O-])[O-] Copper(II) Nitrate trihydrate